FC1(C2C(N(C1)C(=O)OCC1=CC=CC=C1)CN(C2)C(=O)OC(C)(C)C)F 1-benzyl 5-(tert-butyl) 3,3-difluorohexahydropyrrolo[3,4-b]pyrrole-1,5-dicarboxylate